C(C)(C)(C)OC(=O)N1[C@@H](C[C@@H](C1)F)C#CC1=CC(=CC(=C1)F)CCC1=NC(=CC(=C1)C)N1C(=CC=C1C)C (2S,4S)-2-((3-(2-(6-(2,5-dimethyl-1H-pyrrol-1-yl)-4-methylpyridin-2-yl)ethyl)-5-fluorophenyl)ethynyl)-4-fluoropyrrolidine-1-carboxylic acid tert-butyl ester